C(C)(C)(C)OC(NC1(CC1)COC1=C(C2=C(C=N1)CC(C2)C=O)C#N)=O N-[1-[(4-cyano-6-formyl-6,7-dihydro-5H-cyclopenta[c]pyridin-3-yl)oxymethyl]cyclopropyl]carbamic acid tert-butyl ester